2,6-dimethoxy-N-[4-methoxy-6-(pyridin-2-ylmethyl)-1,2-benzooxazol-3-yl]benzenesulfonamide COC1=C(C(=CC=C1)OC)S(=O)(=O)NC1=NOC2=C1C(=CC(=C2)CC2=NC=CC=C2)OC